1-(2-fluorophenyl)-4-methoxypiperidin-4-yl ether FC1=C(C=CC=C1)N1CCC(CC1)(OC)OC1(CCN(CC1)C1=C(C=CC=C1)F)OC